6-bromo-N-[5-(2,3-difluoropropyl)-4,6-dimethoxy-pyrimidin-2-yl]-1H-pyrrolo[2,3-b]pyridine-3-sulfonamide BrC1=CC=C2C(=N1)NC=C2S(=O)(=O)NC2=NC(=C(C(=N2)OC)CC(CF)F)OC